CC1(CCN(CC1)C1=C2C=CC(=NC2=CC(=C1)S(NC1(CC1)C)(=O)=O)NC(=O)C12CC2C1)S(=O)(=O)C N-(5-(4-methyl-4-(methylsulfonyl)piperidin-1-yl)-7-(N-(1-methylcyclopropyl)sulfamoyl)quinolin-2-yl)bicyclo[1.1.0]butane-1-carboxamide